1-(4-benzyl-3,4-dihydroquinoxalin-1(2H)-yl)-2-(4-methylpiperazin-1-yl)propan-1-one C(C1=CC=CC=C1)N1CCN(C2=CC=CC=C12)C(C(C)N1CCN(CC1)C)=O